[O-2].[O-2].[Ti+4] titanium-di-oxide